OC1=C(C=2C(C3=CC=CC=C3OC2C=C1)=O)O Dihydroxyxanthone